(S)-5-Methyl-2-(prop-1-en-2-yl)-hex-4-enyl 3-methylbutanoate CC(CC(=O)OC[C@@H](CC=C(C)C)C(=C)C)C